N1(CCCC1)C(=O)C1=NC2=C(N1)C=CC=C2 2-(pyrrolidine-1-carbonyl)-1H-benzimidazole